tetramethyl-benzoate CC=1C(=C(C(=C(C(=O)[O-])C1)C)C)C